FC1=CC=C(C=C1)NC(=O)C1(CC1)C(=O)NC1=CC=C(OC2=CC=NC3=CC(=CC=C23)C2CN(CC2)C(=O)OC(C)(C)C)C=C1 tert-Butyl 3-(4-(4-(1-((4-fluorophenyl)carbamoyl)cyclopropane-1-carboxamido)phenoxy)quinolin-7-yl)pyrrolidine-1-carboxylate